CC=1C=C2C(C=C(OC2=C(C1)[C@@H](C)NC1=C(C(=O)O)C=CC=C1)C1=CC=C(C=C1)C=1C=NNC1)=O 2-[[(1R)-1-[6-Methyl-4-oxo-2-[4-(1H-pyrazol-4-yl)phenyl]chromen-8-yl]ethyl]amino]benzoic acid